ClC=1C2=C(N=CN1)CCN(C2)C2=CC(=CC=C2)I 4-chloro-6-(3-iodophenyl)-5,6,7,8-tetrahydropyrido[4,3-d]pyrimidine